O1CC(CC(C1)=O)=O tetrahydropyran-3,5-dione